C(C)(C)(C)OC(N(C(=O)OC(C)(C)C)C1=C(C=2C(=NC(=C(C2)OC)OC)N1C1=C(C(=CC=C1C)OC)C)C=1OC(=NN1)N)=O (3-(5-Amino-1,3,4-oxadiazol-2-yl)-1-(3-methoxy-2,6-dimethylphenyl)-5,6-dimethoxy-1H-pyrrolo[2,3-b]pyridin-2-yl)(tert-butoxycarbonyl)carbamic acid tert-butyl ester